C1(=CC=C(C=C1)C1=CC(=NC=C1)CN1CCC(CC1)(C)C)C1=CC=CC=C1 4-([1,1'-biphenyl]-4-yl)-2-((4,4-dimethylpiperidin-1-yl)methyl)pyridine